tert-butyl 2-(5-amino-2-methyl-indazol-7-yl)acetate NC1=CC2=CN(N=C2C(=C1)CC(=O)OC(C)(C)C)C